NC1=NC(=C(C(=N1)O)N)N 2,5,6-triamino-4-hydroxy-pyrimidine